FC(C(C(C(C(C(C(C(C(C(C(C(CC)(F)F)(F)F)(F)F)(F)F)(F)F)(F)F)(F)F)(F)F)(F)F)(F)F)(F)F)(F)F 1,1,1,2,2,3,3,4,4,5,5,6,6,7,7,8,8,9,9,10,10,11,11,12,12-pentacosafluorotetradecane